tert-butyl 4-(4-amino-5-methoxy-2-(1-methyl-1H-pyrazol-4-yl)phenyl)piperidine-1-carboxylate NC1=CC(=C(C=C1OC)C1CCN(CC1)C(=O)OC(C)(C)C)C=1C=NN(C1)C